4-[(3-{4-[(3S,4R)-3-fluoro-1-methyl-4-piperidylamino]-1-(2,2,2-trifluoroethyl)-2-indolyl}-2-propynyl)(tert-butyl)(oxycarbonylamino)]-2-fluoro-5-anisic acid F[C@H]1CN(CC[C@H]1NC1=C2C=C(N(C2=CC=C1)CC(F)(F)F)C#CCN(C1=CC(=C(C(=O)O)C=C1OC)F)C(=O)OC(C)(C)C)C